N-[(1S)-1-(dicyclopropylmethyl)-2-[4-(3,5-dimethyl-1H-pyrazol-4-yl)anilino]-2-oxo-ethyl]-2-(2-fluoro-methyl-ethyl)pyrazole-3-carboxamide C1(CC1)C([C@@H](C(=O)NC1=CC=C(C=C1)C=1C(=NNC1C)C)NC(=O)C=1N(N=CC1)C(CF)C)C1CC1